4-(Hydroxymethyl)-6-methyl-1-p-toluenesulfonyl-1,6-dihydro-7H-pyrrolo[2,3-c]pyridin-7-one OCC=1C2=C(C(N(C1)C)=O)N(C=C2)S(=O)(=O)C2=CC=C(C)C=C2